Ethyl 3-amino-1H-pyrrole-2-carboxylate NC1=C(NC=C1)C(=O)OCC